CN1C(=NC2=C(C=C(C=C2C1=O)C)\C(\C)=N/[S@](=O)C(C)(C)C)C1=NC=CC=C1 (R,Z)-N-(1-(3,6-dimethyl-4-oxo-2-(pyridin-2-yl)-3,4-dihydroquinazolin-8-yl)ethylidene)-2-methylpropane-2-sulfinamide